1,3-bis(carboxyethyl)-5-butyl-isocyanuric acid C(=O)(O)CCN1C(=O)N(C(=O)N(C1=O)CCCC)CCC(=O)O